(Z)-3-((tert-butylamino)methylene)-2-(5-iodo-1H-indol-1-yl)chroman-4-one C(C)(C)(C)N\C=C/1\C(OC2=CC=CC=C2C1=O)N1C=CC2=CC(=CC=C12)I